C(C)OC(C1=C(C(=C(C=C1C)O)C=O)O)=O ethyl-3-formyl-2,4-dihydroxy-6-methylbenzoate